(+)-5-fluoro-6-[1-[4-(5-methyl-1,3,4-oxadiazol-2-yl)-1-piperidinyl]ethyl]-2,3-dihydrofuro[2,3-b]pyridine FC=1C=C2C(=NC1C(C)N1CCC(CC1)C=1OC(=NN1)C)OCC2